CC=1N=C(C2=C(N1)OC=C2C(=O)NCC2=CC=NN2C)NC2(CC2)C methyl-N-[(1-methyl-1H-pyrazol-5-yl)methyl]-4-[(1-methylcyclopropyl)amino]furo[2,3-d]pyrimidine-5-carboxamide